C(C=C)(=O)N[C@@H](CCCN)C(=O)O acryloyl-ornithine